O=C1N(C=CC(N1)=O)[C@@H]1O[C@]2(C[C@H](O[C@@H]1[C@@H]2O)C)CO[P@](=O)(OC2=CC=CC=C2)N[C@@H](C)C(=O)OC(C)C isopropyl ((S)-(((1R,3R,5R,7R,8S)-7-(2,4-dioxo-3,4-dihydropyrimidin-1(2H)-yl)-8-hydroxy-3-methyl-2,6-dioxabicyclo[3.2.1]octan-5-yl)methoxy)(phenoxy)phosphoryl)-L-alaninate